COC(=O)C=1C=CC2=C(N(C(=N2)CN2CCC(CC2)C2=NC(=CC=C2)NC(=O)C2=CC=C(C=3C=C(OC32)C)Cl)C[C@H]3OCC3)C1 (S)-2-((4-(6-(4-Chloro-2-methylbenzofuran-7-carboxamido)pyridin-2-yl)piperidin-1-yl)methyl)-1-(oxetane-2-ylmethyl)-1H-benzo[d]imidazole-6-carboxylic acid methyl ester